C1(CC1)C=1C=NC2=CC(=CC=C2C1OCOC)C(=O)O 3-cyclopropyl-4-(methoxymethoxy)quinoline-7-carboxylic acid